5-bromo-4-(methoxymethyl)-1-methyl-1H-pyrazole BrC1=C(C=NN1C)COC